NC[C@H](CN1CC2=CC=CC=C2CC1)O (R)-1-amino-3-(3,4-dihydroisoquinolin-2(1H)-yl)propan-2-ol